6-(3-isopropyl-5-((1-methylpiperidin-4-yl)oxy)-1H-pyrrolo[3,2-b]pyridin-2-yl)-8-methoxy-[1,2,4]triazolo[1,5-a]pyridine C(C)(C)C1=C(NC=2C1=NC(=CC2)OC2CCN(CC2)C)C=2C=C(C=1N(C2)N=CN1)OC